COC=1C(=CC(=C(C1)N1CCN(CC1)N1CCN(CC1)CC1CCNCC1)C=1C=NN(C1)C)[N+](=O)[O-] 1-(5-methoxy-2-(1-methyl-1H-pyrazol-4-yl)-4-nitrophenyl)-4-(1-(piperidin-4-ylmethyl)piperazine-4-yl)piperazine